ClC1=CC=C(C=C1)C[C@@H](C(=O)OC)NC(CC1CCN(CC1)C(CCC1=CC=C(C=C1)OCC)=O)=O Methyl (S)-3-(4-chlorophenyl)-2-(2-(1-(3-(4-ethoxyphenyl)propanoyl)piperidin-4-yl)acetamido)propanoate